BrC=1C=C(NC1C=O)C(=O)OC methyl 4-bromo-5-formyl-1H-pyrrole-2-carboxylate